CCOC(=O)C=CC1=CC=C(C=C1)OC P-methoxycinnamic acid ethyl ester